bis((2,2-dioxo-1,3,2-dioxathiolan-4-yl) methyl) sulfate S(=O)(=O)(OCC1OS(OC1)(=O)=O)OCC1OS(OC1)(=O)=O